(R)-2-methyl-4-oxocyclohex-2-enecarboxylic acid tert-butyl ester C(C)(C)(C)OC(=O)[C@H]1C(=CC(CC1)=O)C